F[B-](F)(F)F.C(C)N(C1=NC(C2=CC=3C(=NC(C3C=C12)=[N+](CC)CC)N(CC)CC)=[N+](CC)CC)CC.F[B-](F)(F)F [3,7-Bis(diethylamino)-5-(di-ethylazaniumylidene)-1,5-dihydro-2,6-diaza-s-indacen-1-ylidene]bis(ethyl)azanium tetrafluoroborate